C(C)N(C(O)=O)C1=C(C=C(C=C1C(C(Cl)(Cl)Cl)=O)Br)C.C(C)[SiH](OC)CCC=N ethyl-iminopropyl-methoxysilane ethyl-(4-bromo-2-methyl-6-(2,2,2-trichloroacetyl)phenyl)carbamate